C(C)C1=CC(=CC2=C1C(=NO2)NS(=O)(=O)C2=C(C=CC=C2OC)OC)CN2N=CC=C2 N-{4-ethyl-6-[(1H-pyrazol-1-yl)methyl]-1,2-benzooxazol-3-yl}-2,6-dimethoxybenzene-1-sulfonamide